NC12CC(C1)(C2)NC(=O)N2[C@@H](C1=CC=CC=C1CC2)C2=CC=C(C=C2)F (R)-N-(3-aminobicyclo[1.1.1]pentan-1-yl)-1-(4-fluorophenyl)-3,4-dihydroisoquinoline-2(1H)carboxamide